(R)-5-(6-(4-(dimethoxymethyl)piperidin-1-yl)-4-methoxy-[1,1'-biphenyl]-3-yl)-8,8-difluoro-5,6,7,8-tetrahydronaphthalen-2-ol COC(C1CCN(CC1)C1=CC(=C(C=C1C1=CC=CC=C1)[C@H]1C=2C=CC(=CC2C(CC1)(F)F)O)OC)OC